(S)-2-butyl-4-chloro-1-((2'-cyano-5'-(3-methylpiperidin-1-yl)-[1,1'-biphenyl]-4-yl)methyl)-1H-imidazole-5-carboxylic Acid C(CCC)C=1N(C(=C(N1)Cl)C(=O)O)CC1=CC=C(C=C1)C1=C(C=CC(=C1)N1C[C@H](CCC1)C)C#N